C(C)(C)(C)C=1C=C(C=C(C1O)C)CC(C(=O)N)CCCCCCC(C(=O)N)CC1=CC(=C(C(=C1)C)O)C(C)(C)C Hexamethylenebis[3-(3-t-butyl-4-hydroxy-5-methylphenyl)propionamide]